CC1(OC2=C(C1)C=CC=C2OCC(=O)NC=2SC=C(N2)C(=O)NCC2CN(CC2)C(=O)OC(C)(C)C)C tert-Butyl 3-((2-(2-((2,2-dimethyl-2,3-dihydrobenzofuran-7-yl)oxy) acetamido)thiazole-4-carboxamido)methyl)pyrrolidine-1-carboxylate